21-heptyl 1-(2-hexyloctyl) 6-decyl-11-(2-(diethylamino)ethyl)-16-octyl-7,15-dioxo-8,14-dioxa-6,11,16-triazahenicosanedioate C(CCCCCCCCC)N(CCCCC(=O)OCC(CCCCCC)CCCCCC)C(OCCN(CCOC(N(CCCCC(=O)OCCCCCCC)CCCCCCCC)=O)CCN(CC)CC)=O